(2S,4R)-1-((R)-2-(2-naphthamido)-3-cyclohexylpropanoyl)-N-(1-amino-4-methyl-1,2-dioxopentan-3-yl)-4-phenylpyrrolidine-2-carboxamide C1=C(C=CC2=CC=CC=C12)C(=O)N[C@@H](C(=O)N1[C@@H](C[C@@H](C1)C1=CC=CC=C1)C(=O)NC(C(C(=O)N)=O)C(C)C)CC1CCCCC1